(9H-fluoren-9-yl)methyl(2-methoxyethyl)(2-oxoethyl)carbamate C1=CC=CC=2C3=CC=CC=C3C(C12)OC(N(CC(=O)C)CCOC)=O